(S)-2-(((tert-butoxycarbonyl)amino)methyl)-4-methylpentanoic acid C(C)(C)(C)OC(=O)NC[C@@H](C(=O)O)CC(C)C